ClC=1C(=NC=C(C1)C(F)(F)F)C=1SC2=NC=C(C=C2N1)C(F)(F)F 2-(3-chloro-5-trifluoromethylpyridin-2-yl)-6-(trifluoromethyl)thiazolo[5,4-b]pyridine